2-((1-(3-(2-hydroxypyrimidin-5-yl)-2,7-dimethyl-1-oxo-1,2-dihydroisoquinolin-5-yl)ethyl)amino)benzoic acid OC1=NC=C(C=N1)C=1N(C(C2=CC(=CC(=C2C1)C(C)NC1=C(C(=O)O)C=CC=C1)C)=O)C